OC(CCCC(=O)O)CCCCCCCCCCCCC 5-hydroxystearic acid